8-(2,4-bis(trifluoromethyl)phenyl)-9-(4-((1-(3-fluoropropyl)azetidin-3-yl)methyl)phenyl)-6,7-dihydro-5H-benzo[7]annulene-3-carboxylic acid FC(C1=C(C=CC(=C1)C(F)(F)F)C=1CCCC2=C(C1C1=CC=C(C=C1)CC1CN(C1)CCCF)C=CC(=C2)C(=O)O)(F)F